C1(=CC=CC=C1)C(=C)C1=NNC2=C1C=1N(C(=N2)N2CCC3(CC2)[C@@H](C2=CC=CC=C2C3)N)CCN1 (S)-1'-(9-(1-phenylvinyl)-2,7-dihydro-3H-imidazo[1,2-c]pyrazolo[4,3-e]pyrimidin-5-yl)-1,3-dihydrospiro[inden-2,4'-piperidin]-1-amine